(6S)-4-(8-(5-ethynyl-1H-benzo[f]indazol-4-yl)-2-(((2R,7aS)-2-fluorotetrahydro-1H-pyrrolizin-7a(5H)-yl)methoxy)pyrido[4',3':4,5]thieno[2,3-d]pyrimidin-4-yl)-6-methyl-1,4-oxazepan-6-ol C(#C)C1=CC=CC2=C1C(=C1C=NNC1=C2)C2=NC=CC1=C2SC=2N=C(N=C(C21)N2CCOC[C@](C2)(O)C)OC[C@]21CCCN1C[C@@H](C2)F